Bis(3,4-dicarboxyphenyl)fluorene C(=O)(O)C=1C=C(C=CC1C(=O)O)C1=C(C=2CC3=CC=CC=C3C2C=C1)C1=CC(=C(C=C1)C(=O)O)C(=O)O